C(#N)C=1C(=NC(=C(C1OC)C#N)N(C)C)SC(C(=O)N)C1=CC=CC=C1 2-((3,5-dicyano-6-(dimethylamino)-4-methoxypyridin-2-yl)thio)-2-phenylacetamide